FC1=CC=C2C=CC=NC2=C1C1=C(C(=CC(=C1)F)F)F 7-fluoro-8-(2,3,5-trifluorophenyl)quinoline